6-(3-chlorophenyl)pyrazolo[1,5-a]Pyrimidine-3-carboxylic acid ethyl ester C(C)OC(=O)C=1C=NN2C1N=CC(=C2)C2=CC(=CC=C2)Cl